ethyl 2-methyl-2-(2H-1,2,3-triazol-2-yl)propionate CC(C(=O)OCC)(C)N1N=CC=N1